C(C)S(=O)(=O)NCC(=O)N[C@@H]1CN(CC[C@H]1C1=CC=CC=C1)C(=O)C=1C=2N(C=CC1)C=NC2 2-(ethylsulfonamido)-N-((3S,4S)-1-(imidazo[1,5-a]pyridine-8-carbonyl)-4-phenylpiperidin-3-yl)acetamide